[Ru]=O.[Ba] barium-ruthenium oxide